methyl 2-chloro-4-[(3-iodoimidazo[1,2-a]pyrazin-8-yl)amino]benzoate ClC1=C(C(=O)OC)C=CC(=C1)NC=1C=2N(C=CN1)C(=CN2)I